2-[1-[6-methyl-4-morpholino-2-(1-piperidyl)-8-quinolyl]ethylamino]benzoic acid CC=1C=C2C(=CC(=NC2=C(C1)C(C)NC1=C(C(=O)O)C=CC=C1)N1CCCCC1)N1CCOCC1